NC(CC1CN(C1)C(=O)OC(C)(C)C)CO tert-Butyl 3-(2-amino-3-hydroxypropyl)azetidine-1-carboxylate